[2H]C1(C(CC(CC1)(C)C)[2H])C1=C(C=CC(=C1)B1OC(C(O1)(C)C)(C)C)NC(OC(C)(C)C)=O tert-butyl N-[2-(1,2-dideuterio-4,4-dimethyl-cyclohexyl)-4-(4,4,5,5-tetramethyl-1,3,2-dioxaborolan-2-yl)phenyl]carbamate